C(C)C1CCC=2C1=NC1=C(C2N)CCC1 3-Ethyl-1,2,3,5,6,7-hexahydrodicyclopenta[b,e]pyridin-8-amine